(R)-tert-butyl (3-amino-4-(phenylthio)butyl)(methyl)carbamate N[C@H](CCN(C(OC(C)(C)C)=O)C)CSC1=CC=CC=C1